N1=CC=NC2=CC=CC(=C12)C(=O)O quinoxaline-8-carboxylic acid